BrC=1C(=CC(=NC1)NC(C=1NC(=C(N1)S(=O)(=O)C)C)C1=CC(=C(C=C1)F)Cl)C(F)(F)F 5-bromo-N-[(3-chloro-4-fluorophenyl)-(5-methyl-4-methylsulfonyl-1H-imidazol-2-yl)methyl]-4-(trifluoromethyl)pyridin-2-amine